((3-(3,3-dimethylbut-1-yn-1-yl)-5-fluorophenyl)(methyl)amino)-[1,2,4]triazolo[4,3-a]quinazoline-8-carbonitrile CC(C#CC=1C=C(C=C(C1)F)N(C)C1=NN=C2N1C1=CC(=CC=C1C=N2)C#N)(C)C